ClC1=CC=C(C=C1)C=1N=NN(C1)CC(=O)NC1=C(C=C(C=C1Cl)Cl)Cl 2-(4-(4-chlorophenyl)-1H-1,2,3-triazol-1-yl)-N-(2,4,6-trichlorophenyl)acetamide